3-[1-(Methoxymethyl)-2-methylpropyl]sulfanyl-3,7-dimethyl-oct-6-enal COCC(C(C)C)SC(CC=O)(CCC=C(C)C)C